C1(=CC=CC=C1)N1C(CC1)=O N-phenyl-β-propiolactam